3-(7-((1,1-dioxidotetrahydro-2H-thiopyran-4-yl)amino)-3-(1H-pyrrol-1-yl)benzofuran-2-yl)prop-2-yn O=S1(CCC(CC1)NC1=CC=CC=2C(=C(OC21)C#CC)N2C=CC=C2)=O